tert-Butyl (3S,4R)-3-(dimethylamino)-4-hydroxypyrrolidine-1-carboxylate CN([C@H]1CN(C[C@H]1O)C(=O)OC(C)(C)C)C